C(N)(=O)C1=C(C(=CC(=C1)I)C)NC(=O)C=1N(N=C(C1)C(F)F)C1=NC=CC=C1Cl N-(2-carbamoyl-4-iodo-6-methyl-phenyl)-2-(3-chloro-2-pyridyl)-5-(difluoromethyl)pyrazole-3-carboxamide